ClC=1C=C(COC(=O)N[C@H](C(=O)O)CCN(CCCCC2=NC=3NCCCC3C=C2)C2CC2)C=CC1 (S)-2-((((3-chlorobenzyl)oxy)carbonyl)amino)-4-(cyclopropyl(4-(5,6,7,8-tetrahydro-1,8-naphthyridin-2-yl)butyl)amino)butanoic acid